methyl 5-(N-tert-butoxycarbonyl-S-methyl-sulfonimidoyl)thiazole-2-carboxylate C(C)(C)(C)OC(=O)N=S(=O)(C)C1=CN=C(S1)C(=O)OC